ClC=1C(=NC(=NC1)NC=1N=CN(C1)C)N1C=C(C2=CC(=CC=C12)NC(C=C)=O)C N-[1-[5-chloro-2-[(1-methylimidazol-4-yl)amino]pyrimidin-4-yl]-3-methyl-indol-5-yl]prop-2-enamide